ClC(CC#N)CC 3-chlorovaleronitrile